NC1=NC2=C3C(=CC=C2C(=N1)N)N(C=C3)CC3=C(C=C(C=C3)C=3C(=CC=CC3)C#N)F 4'-((2,4-diamino-7H-pyrrolo[2,3-h]quinazolin-7-yl)methyl)-3'-fluoro-[1,1'-biphenyl]-2-carbonitrile